4-(2-methoxyethylthio)phenol COCCSC1=CC=C(C=C1)O